1-(benzyloxy)propan-3,3-d-2-ol C(C1=CC=CC=C1)OCC(C([2H])[2H])O